4-((5-(methylamino)pyridin-2-yl)oxy)benzonitrile CNC=1C=CC(=NC1)OC1=CC=C(C#N)C=C1